S1C=NC(=C1)N1N=CC(=C1)CC(=O)O 2-[1-(1,3-thiazol-4-yl)-1H-pyrazol-4-yl]acetic acid